N1N=CC=C1C1CN(CCC1)C(C(F)F)C1=NC=C2C=C(C=NC2=C1)OC1=C(C=C(C=C1)F)F 7-(1-(3-(1H-Pyrazol-5-yl)piperidin-1-yl)-2,2-difluoroethyl)-3-(2,4-difluorophenoxy)-1,6-naphthyridine